methyl 3-[(3,5-difluorophenyl)carbamoyl]oxetane-3-carboxylate FC=1C=C(C=C(C1)F)NC(=O)C1(COC1)C(=O)OC